C1(CCC1)C1=CC(=C(C(=O)N2CCC(CC2)(F)C2=CC=C(C#N)C=C2)C=C1C1=NN=C(N1)CC)C 4-(1-(4-Cyclobutyl-5-(5-ethyl-4H-1,2,4-triazol-3-yl)-2-methylbenzoyl)-4-fluoropiperidin-4-yl)benzonitrile